FC=1C=C(C=NC1)C1CC=NN1C(=O)C1CC2C(CN(C2)C2=CC(=NC=N2)C(=O)N)C1 6-(5-(5-(5-fluoropyridin-3-yl)-4,5-dihydro-1H-pyrazole-1-carbonyl)hexahydrocyclopenta[c]pyrrole-2(1H)-yl)pyrimidine-4-carboxamide